F[Sb-](F)(F)(F)(F)F.C(C)(=O)OC1=CC=C(C=C1)[S+](C)C 4-acetoxyphenyldimethylsulfonium hexafluoroantimonate